3-Iodo-2-propynyl-oxyethanol ICC#COCCO